4-(2-methylimidazo[1,2-a]pyridin-3-yl)-7-[[5-(4-methylpiperazin-1-yl)-2-pyridyl]amino]isoindolin-1-one CC=1N=C2N(C=CC=C2)C1C1=C2CNC(C2=C(C=C1)NC1=NC=C(C=C1)N1CCN(CC1)C)=O